2-((4-methyl-2,5-dioxoimidazolidin-4-yl)methyl)isoindoline-1,3-dione CC1(NC(NC1=O)=O)CN1C(C2=CC=CC=C2C1=O)=O